C(CCCCCCCCCCCCCCCCC)(=O)[O-].[Fe+2].C(CCCCCCCCCCCCCCCCC)(=O)[O-] iron stearate salt